4-(7-formyl-6-methoxy-3,4-dihydro-1H-isoquinolin-2-yl)-benzonitrile C(=O)C1=C(C=C2CCN(CC2=C1)C1=CC=C(C#N)C=C1)OC